4-[((4S)-5,7-difluoro-3,4-dihydro-2H-chromen-4-yl)oxy]-N,N,2-trimethyl-1H-benzimidazole-6-carboxamide FC1=C2[C@H](CCOC2=CC(=C1)F)OC1=CC(=CC=2NC(=NC21)C)C(=O)N(C)C